2-[1-(ethoxyimino)propyl]-3-hydroxy-5-(2,4,6-trimethylphenyl)-2-cyclohexen-1-one C(C)ON=C(CC)C=1C(CC(CC1O)C1=C(C=C(C=C1C)C)C)=O